F[P-](F)(F)(F)(F)F.ClC(=[N+](C)C)N(C)C N-(chloro(dimethylamino)methylene)-N-methylmethanaminium, Hexafluorophosphate salt